C1(=CC=CC=C1)C(CN1CC2(C1)CNC2)=O 1-phenyl-2-(2,6-diazaspiro[3.3]hept-2-yl)ethan-1-one